ClC1=C(C(=O)C2=CNC3=NC=C(C(=C32)N[C@H]3CO[C@@H](CC3)CO)C(=O)N)C=CC(=C1)OC1=CC=CC=C1 3-(2-chloro-4-phenoxybenzoyl)-4-(((3R,6S)-6-(hydroxymethyl)tetrahydro-2H-pyran-3-yl)amino)-1H-pyrrolo[2,3-b]pyridine-5-carboxamide